O=C(C(=O)NC=1C2=C(C=NC1)C=NN2)N2[C@H](CC[C@@H](C2)C)C=2C=CC1=C(N=C(S1)C1CCN(CC1)C1CC1)C2 2-oxo-N-(1H-pyrazolo[4,3-c]pyridin-7-yl)-2-[(2R,5S)-2-[2-(1-cyclopropyl-4-piperidyl)-1,3-benzothiazol-5-yl]-5-methyl-1-piperidyl]acetamide